N-((1S)-1-(5-(2,3-bis(4-chlorophenyl)cyclopropyl)-1,2,4-oxadiazol-3-yl)ethyl)-3-hydroxy-4-methoxypicolinamide ClC1=CC=C(C=C1)C1C(C1C1=CC=C(C=C1)Cl)C1=NC(=NO1)[C@H](C)NC(C1=NC=CC(=C1O)OC)=O